C1(=CC=CC=C1)CC(C(C)=O)=O.C1(=CC=CC=C1)CC(C(C)=O)=O.C1(=CC=CC=C1)CC(C(C)=O)=O.[Fe] iron tris(1-phenyl-butanedione)